C1(=CC=C(C=C1)N(C1=CC=C(C=C1)C1=CC=CC=C1)C1=CC=C(C=C1)I)C1=CC=CC=C1 N-([1,1'-biphenyl]-4-yl)-N-(4-iodophenyl)-[1,1'-biphenyl]-4-amine